N1=C(N=CC=C1)C1(CC1)NC(=O)[C@H]1CN(CC[C@@H]1NC(=O)C1=NOC(=C1)C1=C(C=C(C=C1)F)F)CCC (3S,4S)-4-{[5-(2,4-difluoro-phenyl)-isoxazole-3-carbonyl]-amino}-1-propyl-piperidine-3-carboxylic acid (1-pyrimidin-2-yl-cyclopropyl)-amide